NC1CCC(CC1)C1=NN=C(S1)C=1C(=CC(=NC1)N1C=CC2=CC(=CC=C12)C#N)NC 1-(5-(5-((1r,4r)-4-aminocyclohexyl)-1,3,4-thiadiazol-2-yl)-4-(methylamino)pyridine-2-yl)5-cyanoindole